Cl.ClCC=1C=CC(=NC1)OC 5-(chloromethyl)-2-methoxypyridine hydrochloride